(R)-5-(((4-(3-chloro-4-(2-chloro-3-((4-(((2-hydroxyethyl)amino)methyl)-3-methoxypyridin-2-yl)amino)phenyl)pyridin-2-yl)-2-methoxybenzyl)amino)methyl)pyrrolidin-2-one ClC=1C(=NC=CC1C1=C(C(=CC=C1)NC1=NC=CC(=C1OC)CNCCO)Cl)C1=CC(=C(CNC[C@H]2CCC(N2)=O)C=C1)OC